C1(C(C(C2=CC=CC=C12)=O)=O)=O Indantrione